6,7-dibromo-2-methylquinoxaline BrC=1C=C2N=CC(=NC2=CC1Br)C